CN(CCCCC(=O)NCC=1C=CC=2NC3=CC=C(C=C3OC2C1)C(F)(F)F)C 5-(Dimethylamino)-N-((7-(trifluoromethyl)-10H-phenoxazin-3-yl)methyl)pentanamide